C(C(C)C)C=1C=C(C#N)C=C(C1NC1=C(C=CC2=CC=CC=C12)[N+](=O)[O-])CC(C)C 3,5-diisobutyl-4-[N-(2-nitronaphthyl)amino]benzonitrile